FC=1C=C2C=CN=CC2=C(C1)C(CC(=O)OCC)O ethyl 3-(6-fluoroisoquinolin-8-yl)-3-hydroxypropanoate